trans-4-amino-1-methyl-cyclohexanol NC1CCC(CC1)(O)C